(E)-3-(2-(4-indazolyl)-4-morpholino-6-thieno[3,2-d]pyrimidinyl)-1-(4-fluoro-1-piperidinyl)-2-propen-1-one N1N=CC2=C(C=CC=C12)C=1N=C(C2=C(N1)C=C(S2)/C=C/C(=O)N2CCC(CC2)F)N2CCOCC2